methyl-3-tert-butylimidazole CC1=NC=CN1C(C)(C)C